(2R)-2-methylmorpholine-4-carbonitrile C[C@@H]1CN(CCO1)C#N